N-(5-(4-chlorobenzo[d][1,3]dioxol-5-yl)-1-(2-methoxypropyl)-1H-pyrazolo[3,4-b]pyridin-3-yl)isothiazole-5-carboxamide ClC1=C(C=CC=2OCOC21)C=2C=C1C(=NC2)N(N=C1NC(=O)C1=CC=NS1)CC(C)OC